CSCCC(=O)C(=O)COP(=O)([O-])[O-] The molecule is dianion of 5-(methylsulfanyl)-2,3-dioxopentyl phosphate. It has a role as a human metabolite and a Saccharomyces cerevisiae metabolite. It is a conjugate base of a 5-(methylsulfanyl)-2,3-dioxopentyl phosphate.